ClC1=NC=C(N=C1OC)C 2-chloro-3-methoxy-5-methyl-pyrazine